(R)-2-(4-(2-amino-3-methylphenyl)-1H-indol-1-yl)propanol NC1=C(C=CC=C1C)C1=C2C=CN(C2=CC=C1)[C@@H](CO)C